FC1C(C(=CC=C1)F)(C1=CC=CC=C1)OC(F)(F)F 2,6-difluoro-1-trifluoromethoxybiphenyl